FC(C(=O)[O-])(F)F.FC(C(=O)[O-])(F)F.C(C)(C)(C)C=1C=C(C=C(C1)C(C)(C)C)C[N+]1=CC(=CC=C1)CC(=O)NN.C(C)(C)(C)C=1C=C(C=C(C1)C(C)(C)C)C[N+]1=CC(=CC=C1)CC(=O)NN 2-[1-[(3,5-di-tert-butylphenyl)methyl]pyridin-1-ium-3-yl]acethydrazide bistrifluoroacetate